1-(cyclopropylmethyl)-1H-indole-2-carboxylic acid ethyl ester C(C)OC(=O)C=1N(C2=CC=CC=C2C1)CC1CC1